ethyl 2,4-dichloro-6-nitroquinoline-3-carboxylate ClC1=NC2=CC=C(C=C2C(=C1C(=O)OCC)Cl)[N+](=O)[O-]